BrC1=CC=C(C=N1)C1(CC(C1)(F)F)C(=O)O 1-(6-bromopyridin-3-yl)-3,3-difluorocyclobutane-1-carboxylic acid